6-((1S,4S)-2,5-Diazabicyclo[2.2.1]heptan-2-yl)-N-(3-chloro-2-fluoro-4-(((R)-tetrahydrofuran-2-yl)methoxy)phenyl)pyrido[3,2-d]pyrimidin-4-amine [C@@H]12N(C[C@@H](NC1)C2)C=2C=CC=1N=CN=C(C1N2)NC2=C(C(=C(C=C2)OC[C@@H]2OCCC2)Cl)F